CN(C)CC1=NC2=C(C=CC=C2C=C1)NS(=O)(=O)C=1C(=NOC1C)C N-(2-((Dimethylamino)methyl)quinolin-8-yl)-3,5-dimethylisoxazole-4-sulfonamide